C1=C(C=CC2=CC=CC=C12)OCCN 2-(naphthalen-2-yloxy)ethan-1-amine